C(C)(C)(C)OC(=O)N1C=C(CC1)O (R)-3-hydroxypyrroline-1-carboxylic acid tert-butyl ester